1,3,4-thiadiazole-3(2H)-carboximidamide S1CN(N=C1)C(N)=N